(3-bromomethyl-phenyl)-1H-tetrazole BrCC=1C=C(C=CC1)N1N=NN=C1